N-cyclopropyl-2-(difluoromethoxy)-4-[7-[(1-isopropylpyrrolidin-2-yl)methoxy]imidazo[1,2-a]pyridin-3-yl]-6-methoxy-benzamide C1(CC1)NC(C1=C(C=C(C=C1OC)C1=CN=C2N1C=CC(=C2)OCC2N(CCC2)C(C)C)OC(F)F)=O